COC1=CC=C(C=C1)N(C1=CC=C(C=O)C=C1)C1=CC=CC=C1 4-((4-methoxyphenyl)(phenyl)amino)benzaldehyde